2-(chloromethyl)-4-methoxypyridine hydrochloride salt Cl.ClCC1=NC=CC(=C1)OC